2-[(6-chloro-3-morpholinosulfonyl-4-quinolyl)amino]-5-methyl-benzoic acid ClC=1C=C2C(=C(C=NC2=CC1)S(=O)(=O)N1CCOCC1)NC1=C(C(=O)O)C=C(C=C1)C